N1N=CN=C1 [-]-1,2,4-triazole